ClCC[C@@]1(N(CCC1)C1=CC=CC=C1)C (R)-2-chloro-1-(2-methyl-1-phenylpyrrolidin-2-yl)ethan